3-benzyl-6-nitro-3-azabicyclo[3.1.0]hexane C(C1=CC=CC=C1)N1CC2C(C2C1)[N+](=O)[O-]